N1C(=NC=C1)CN(CC1=NC=CC=C1)CC=1C=C(OCCCCN)C=C(C1)CN(CC1=NC=CC=C1)CC=1NC=CN1 4-(3,5-Bis-{[(1H-imidazol-2-ylmethyl)-pyridin-2-ylmethyl-amino]-methyl}-phenoxy)-butylamine